tert-butyl ((1r,3r)-3-(4-(2-(4-(4-(2H-1,2,3-triazol-2-yl)phenoxy)phenyl) propan-2-yl)phenoxy)cyclobutyl)carbamate N=1N(N=CC1)C1=CC=C(OC2=CC=C(C=C2)C(C)(C)C2=CC=C(OC3CC(C3)NC(OC(C)(C)C)=O)C=C2)C=C1